NC1=C(C=C(C=C1Cl)OC)CCCCCC(=O)OC methyl 6-(2-amino-3-chloro-5-methoxyphenyl)hexanoate